tert-butyl 4-(6-propionylpyrazolo[1,5-a]pyridin-3-yl)piperazine-1-carboxylate C(CC)(=O)C=1C=CC=2N(C1)N=CC2N2CCN(CC2)C(=O)OC(C)(C)C